N-(2-hydroxyethyl)-1-methyl-2-((5-(trifluoromethyl)oxazolo[5,4-b]pyridin-2-yl)amino)-1H-benzo[d]imidazole-5-carboxamide OCCNC(=O)C1=CC2=C(N(C(=N2)NC=2OC3=NC(=CC=C3N2)C(F)(F)F)C)C=C1